N-(5-Cyano-6-(4-methylpiperazin-1-carbonyl)pyridin-3-yl)-1-(isochinolin-4-yl)-5-(trifluoromethyl)-1H-pyrazol-4-carboxamid C(#N)C=1C=C(C=NC1C(=O)N1CCN(CC1)C)NC(=O)C=1C=NN(C1C(F)(F)F)C1=CN=CC2=CC=CC=C12